CS(=O)C1=NC=CC(=N1)N1C=C(C=2C=NC=CC21)C(=O)C2=CC=CC=C2 (1-(2-(methylsulfinyl)pyrimidin-4-yl)-1H-Pyrrolo[3,2-c]pyridin-3-yl)(phenyl)methanone